CC(CCN1C[C@@H]2[C@H](C1)CC(C2)NC2=NC=C(N=C2)C=2C(=NN(C2)C)C)(C)C (3aR,5s,6aS)-2-(3,3-dimethylbutyl)-N-[5-(1,3-dimethylpyrazol-4-yl)pyrazin-2-yl]-3,3a,4,5,6,6a-hexahydro-1H-cyclopenta[c]pyrrol-5-amine